7-(1H-pyrazol-4-yl)-[1,2,4]triazolo[1,5-a]pyridin-2-amine N1N=CC(=C1)C1=CC=2N(C=C1)N=C(N2)N